5-(((tert-butoxycarbonyl)(2-((tert-butoxycarbonyl)amino)ethyl)amino)methyl)-2-(N-methylmethylsulfonamido)benzoic acid C(C)(C)(C)OC(=O)N(CCNC(=O)OC(C)(C)C)CC=1C=CC(=C(C(=O)O)C1)N(S(=O)(=O)C)C